rac-tert-butyl (3-((4R,5S)-6-oxo-1-phenyl-5-(3-(trifluoromethyl)benzamido)-4,5,6,7-tetrahydro-1H-pyrazolo[3,4-b]pyridin-4-yl)benzyl)carbamate O=C1[C@H]([C@@H](C2=C(N1)N(N=C2)C2=CC=CC=C2)C=2C=C(CNC(OC(C)(C)C)=O)C=CC2)NC(C2=CC(=CC=C2)C(F)(F)F)=O |r|